C(CCCCCCCCCCCCCCCCC)C(=O)NN octadecancarbohydrazide